4-methylpiperazine-1-carboxylic acid [(2s,3s,4E,6r,7r,10s)-10-hydroxy-3,7-dimethyl-12-oxo-2-[(E)-1-[3-(prop-2-ylsulfamoyl) phenyl] prop-1-en-2-yl]-1-oxocyclododec-4-en-6-yl] ester O[C@H]1CC[C@H]([C@H](/C=C/[C@@H]([C@H](C(C(C1)=O)=O)/C(=C/C1=CC(=CC=C1)S(NC(C)C)(=O)=O)/C)C)OC(=O)N1CCN(CC1)C)C